[N+](=O)([O-])[O-].[Al+3].[N+](=O)([O-])[O-].[N+](=O)([O-])[O-] aluminum(III) nitrate